3-({[(1R)-6-[(4-chlorophenyl)(methyl)amino]-1,2,3,4-tetrahydronaphthalen-1-yl]methyl}amino)pyridine-4-carboxylic acid methyl ester COC(=O)C1=C(C=NC=C1)NC[C@@H]1CCCC2=CC(=CC=C12)N(C)C1=CC=C(C=C1)Cl